1-chloroethyl 2-((2-ethoxyphenoxy)methyl)morpholine-4-carboxylate C(C)OC1=C(OCC2CN(CCO2)C(=O)OC(C)Cl)C=CC=C1